N(=[N+]=[N-])CC1OCCCC1 2-(azidomethyl)tetrahydro-2H-pyran